spirostane C[C@H]1[C@H]2[C@H](C[C@H]3[C@@H]4CCC5CCCC[C@]5(C)[C@H]4CC[C@]23C)O[C@]12CCC(C)CO2